N1(CCC1)CCC1=NN(C(C(=C1)C(F)(F)F)=O)[C@H](C(=O)O)CC(C)C (S)-2-(3-(2-(azetidin-1-yl)ethyl)-6-oxo-5-(trifluoromethyl)pyridazin-1(6H)-yl)-4-Methylpentanoic acid